BrCC1=C(N=NC(=C1CBr)Cl)Cl 4,5-bis(bromomethyl)-3,6-dichloropyridazine